COCCOCN1C2=C(NC(C1C)=O)C=NC1=C2C=CN1 ((2-methoxyethoxy)methyl)-2-methyl-1,2,4,7-tetrahydro-3H-pyrrolo[3',2':5,6]pyrido[3,4-b]pyrazin-3-one